O1BOC=C2C1=NC(NC2=O)=O [1,3,2]dioxaborinino[4,5-d]pyrimidine-5,7(6H)-dione